3-(o-aminophenyl)-2-hydroxypyridine NC1=C(C=CC=C1)C=1C(=NC=CC1)O